C(=O)(O)C=1C(=C(C(=C(C1)C1=CC=CC=C1)C(=O)O)C(=O)O)C(=O)O Tetracarboxybiphenyl